3,7-dibromo-10H-benzo[b]pyrido[2,3-e][1,4]oxazine BrC1=CC2=C(NC3=C(O2)C=C(C=C3)Br)N=C1